[C@@H]12CNC[C@H]2C1NC(CC(=O)OC)C1=CC=C(C=C1)OC(C)C Methyl 3-(((1R,5S,6s)-3-azabicyclo[3.1.0]hex-6-yl)amino)-3-(4-isopropoxyphenyl)propanoate